OCCN(CCO)S(=O)(=O)O N,N-bis(2-hydroxyethyl)aminosulfonic acid